C(C)OP(O)(=O)CC1=NC2=C(C(=CC=C2C(=C1)N1C=NC=C1)Cl)Cl (7,8-dichloro-4-(1H-imidazol-1-yl)quinolin-2-yl)methylphosphonic acid monoethyl ester